(S)-1-(3-((3-chloro-4-(2-chloro-3-(6-methoxy-5-((((5-oxopyrrolidin-2-yl)methyl)amino)methyl)pyridin-2-yl)phenyl)pyridin-2-yl)amino)-2-fluorobenzyl)piperidine-4-carboxylic acid ClC=1C(=NC=CC1C1=C(C(=CC=C1)C1=NC(=C(C=C1)CNC[C@H]1NC(CC1)=O)OC)Cl)NC=1C(=C(CN2CCC(CC2)C(=O)O)C=CC1)F